(R)-2-(3-(4-amino-3-(2-fluoro-6-phenoxypyridin-3-yl)-1H-pyrazolo[3,4-d]pyrimidin-1-yl)pyrrole-1-carbonyl)-4-methyl-4-(4-(oxetan-3-yl)piperazin-1-yl)pent-2-enenitrile NC1=C2C(=NC=N1)N(N=C2C=2C(=NC(=CC2)OC2=CC=CC=C2)F)C2=CN(C=C2)C(=O)C(C#N)=CC(C)(N2CCN(CC2)C2COC2)C